N-{[3-(1H-pyrazol-1-yl)phenyl](8-hydroxy-5-nitroquinolin-7-yl)methyl}pentanamide N1(N=CC=C1)C=1C=C(C=CC1)C(NC(CCCC)=O)C1=CC(=C2C=CC=NC2=C1O)[N+](=O)[O-]